N-((4-Methoxybenzyl)oxy)-N,3-dimethyl-5-((5-(4-(trifluoromethyl)phenyl)oxazol-2-yl)amino)picolinamide COC1=CC=C(CON(C(C2=NC=C(C=C2C)NC=2OC(=CN2)C2=CC=C(C=C2)C(F)(F)F)=O)C)C=C1